(S)-1-amino-4-(4-((4-(4-fluorophenyl)pyridin-2-yl)carbamoyl)phenyl)-2-(piperidin-2-yl)-1H-imidazole-5-carboxamide NN1C(=NC(=C1C(=O)N)C1=CC=C(C=C1)C(NC1=NC=CC(=C1)C1=CC=C(C=C1)F)=O)[C@H]1NCCCC1